3-(2-((2,2-difluoropropyl)amino)propyl)-1H-indole-6-carboxylic acid methyl ester COC(=O)C1=CC=C2C(=CNC2=C1)CC(C)NCC(C)(F)F